Diisodecyladipat C(CCCCCCC(C)C)OC(CCCCC(=O)OCCCCCCCC(C)C)=O